C=1(C(CC=C2C=CC=CC12)=O)C1=CC=CC2=CC=CC=C12 binaphthyl-ON